6-(5-bromo-2-(5-(2-(4,4-difluoropiperidin-1-yl)-6-methylpyridin-4-yl)-1H-pyrazol-3-yl)phenyl)-6-azaspiro[2.5]octane BrC=1C=CC(=C(C1)N1CCC2(CC2)CC1)C1=NNC(=C1)C1=CC(=NC(=C1)C)N1CCC(CC1)(F)F